methoxy(dimethyl)octyl-silane CO[Si](CCCCCCCC)(C)C